BrC(C(=O)N)(C#N)Br 2,2-dibromo-3-nitrilo-propionamide